CNC(CCCC)=O N-methyl-valeramide